Cl.Cl.C[C@H]1N[C@@H](CNC1)C (2R,6R)-2,6-dimethyl-piperazine dihydrochloride